C(C)(C)(C)OC(=O)NCCCCCCCOC1=CC=C(C[C@@H]2N(CCN(CCN(CCN(C2)CC(=O)OC(C)(C)C)CC(=O)OC(C)(C)C)CC(=O)OC(C)(C)C)CC(=O)OC(C)(C)C)C=C1 (s)-tetra-tert-butyl 2,2',2'',2'''-(2-(4-((7-((tert-butoxycarbonyl)amino) heptyl)oxy)benzyl)-1,4,7,10-tetraazacyclododecane-1,4,7,10-tetrayl)tetraacetate